Cobalt-Potassium [K].[Co]